3β-(Pyridin-4-yloxy)-17-(1H-benzimidazol-1-yl)androsta-5,16-dien N1=CC=C(C=C1)O[C@@H]1CC2=CC[C@H]3[C@@H]4CC=C([C@@]4(C)CC[C@@H]3[C@]2(CC1)C)N1C=NC2=C1C=CC=C2